C(#C)C=1C(=CC=C2C=CC=C(C12)C1=C(C=2N=C(N=C(C2C=N1)N([C@H]1CN(CC1)C(C=C)=O)C)OC[C@H]1N(CC2(CC2)C1)C)F)F 1-((R)-3-((7-(8-ethynyl-7-fluoronaphthalen-1-yl)-8-fluoro-2-(((S)-5-methyl-5-azaspiro[2.4]heptan-6-yl)methoxy)pyrido[4,3-d]pyrimidin-4-yl)(methyl)amino)pyrrolidin-1-yl)prop-2-en-1-one